FC1=C(C(=C(C(=C1[B-](C1=C(C(=C(C(=C1F)F)F)F)F)(C1=C(C(=C(C(=C1F)F)F)F)F)C1=C(C(=C(C(=C1F)F)F)F)F)F)F)F)F.C1C=CC=C1.[CH-]1C=CC=C1.[Fe+2] ferrocenium tetra(pentafluorophenyl)borate